(M)-6-Chloro-4-[(2S,5R)-2,5-dimethyl-4-prop-2-enoyl-piperazin-1-yl]-7-(2-ethynylphenyl)-1-(2-isopropyl-4-methyl-3-pyridyl)pyrido[2,3-d]pyrimidin-2-one ClC1=CC2=C(N(C(N=C2N2[C@H](CN([C@@H](C2)C)C(C=C)=O)C)=O)C=2C(=NC=CC2C)C(C)C)N=C1C1=C(C=CC=C1)C#C